3-(1-(2,2-difluoroethyl)-1H-pyrazolo[3,4-b]pyrazin-6-yl)-9-(6-(trifluoromethyl)pyridin-2-yl)-3,9-diazaspiro[5.5]undecane FC(CN1N=CC=2C1=NC(=CN2)N2CCC1(CC2)CCN(CC1)C1=NC(=CC=C1)C(F)(F)F)F